[Li+].COC=1C=C(C=CC1C=1C=NNC1)N1C(C2(CC1)CCN(CC2)C(=O)C2=CC=C(C(=O)[O-])C=C2)=O 4-(2-(3-methoxy-4-(1H-pyrazol-4-yl)phenyl)-1-oxo-2,8-diazaspiro[4.5]decane-8-carbonyl)benzoic acid, lithium salt